(±)-N-(4-fluorophenyl)-2-(6-fluoroquinoline-4-yl)spiro[3.5]nonane-7-carboxamide FC1=CC=C(C=C1)NC(=O)C1CCC2(CC(C2)C2=CC=NC3=CC=C(C=C23)F)CC1